(2R,4S)-4-((tert-butyldimethylsilyl)oxy)-2-(6-cyclopropylimidazo[1,2-a]pyridin-2-yl)pyrrolidin [Si](C)(C)(C(C)(C)C)O[C@H]1C[C@@H](NC1)C=1N=C2N(C=C(C=C2)C2CC2)C1